(cyclopentadienyl)(pentadienyl)cobalt (II) C1(C=CC=C1)[Co]C=CC=CC